4-bromobutyl 4,4-bis(((Z)-oct-5-en-1-yl)oxy)butanoate C(CCC\C=C/CC)OC(CCC(=O)OCCCCBr)OCCCC\C=C/CC